1,3-diisopropyl-2-thiourea C(C)(C)NC(=S)NC(C)C